5-(3-((2,2-dimethylcyclopropyl)ethynyl)-2-fluoro-6-hydroxyphenyl)-1,2,5-thiadiazolidin-3-one 1,1-dioxide CC1(C(C1)C#CC=1C(=C(C(=CC1)O)N1CC(NS1(=O)=O)=O)F)C